ClC1=C(C=CC=C1Cl)N1CCN(CC1)CCCOC=1C=C(C#N)C=CC1 3-(3-(4-(2,3-dichlorophenyl)piperazin-1-yl)propoxy)benzonitrile